BrC1=CC=C2C(=CN=CC2=C1OC)I 7-Bromo-4-iodo-8-methoxy-isoquinoline